ClC1=CC(=C(C=C1)CN(C(NCC1=CC=C(C=C1)OCC(C)C)=O)C1CCNCC1)F 3-[(4-chloro-2-fluorophenyl)methyl]-1-{[4-(2-methylpropyloxy)phenyl]methyl}-3-(piperidin-4-yl)urea